CN1N=C(C=C1)S(=O)(=O)N1CCC(CC1)NC1=NC=C(C(=N1)C=1C=NN(C1)C1=C(C=C(C=C1)CNC([2H])([2H])[2H])C)C(F)(F)F N-(1-((1-Methyl-1H-pyrazol-3-yl)sulfonyl)piperidin-4-yl)-4-(1-(2-methyl-4-(((methyl-d3)amino)methyl)phenyl)-1H-pyrazol-4-yl)-5-(trifluoromethyl)pyrimidin-2-amine